(1R,3S)-3-(5-{2-[1-(2-formyl-3-hydroxyphenyl)pyrazol-4-yl]acetamido}-2H-pyrazol-3-yl)cyclopentyl N-isopropylcarbamate C(C)(C)NC(O[C@H]1C[C@H](CC1)C=1NN=C(C1)NC(CC=1C=NN(C1)C1=C(C(=CC=C1)O)C=O)=O)=O